FC=1C=C2C(C(NC2=CC1)=O)C1=CC=C(C=C1)C 5-fluoro-3-(p-tolyl)indolin-2-one